C12(CC(C1)C2)NC2=NC(=NC=C2C(=O)N)N[C@H]2C[C@H](CCC2)O 4-(bicyclo[1.1.1]pentan-1-ylamino)-2-(((1R,3S)-3-hydroxycyclohexyl)amino)pyrimidine-5-carboxamide